(R)-3-(prop-2-yn-1-yloxy)pyrrolidine-1-carboxylic acid C(C#C)O[C@H]1CN(CC1)C(=O)O